C(C)(C)(C)OC(=O)N1C=CC2=C(C(=CC(=C12)C)OC)CN1[C@@H](C[C@H](CC1)NC1COC1)C1=CC=C(C=C1)C(=O)OC 5-methoxy-4-(((2s,4s)-2-(4-(methoxycarbonyl)phenyl)-4-(oxetan-3-ylamino)piperidin-1-yl)methyl)-7-methyl-1H-indole-1-carboxylic acid tert-butyl ester